C(C)(C)(C)OC(=O)N1C(CNCC1)C(=O)C1(CCC1)C(F)(F)F (1-(trifluoromethyl)cyclobutane-1-carbonyl)piperazine-1-carboxylic acid tert-butyl ester